1-Benzyl-N-(4-methyl-2-(1-methyl-1H-pyrazol-4-yl)-5-oxo-5,6,7,8-tetrahydro-4H-pyrazolo[1,5-a][1,3]diazepin-6-yl)-1H-1,2,4-triazol-3-carboxamid C(C1=CC=CC=C1)N1N=C(N=C1)C(=O)NC1C(N(C=2N(CC1)N=C(C2)C=2C=NN(C2)C)C)=O